O=C1NC(CCC1N1C(C2=CC=C(C=C2C1=O)N1CC(CC1)CN1CCC(CC1)C1=CC=C(C=C1)NC=1N=C(N=NC1C(=O)N)C=1SC=CN1)=O)=O 5-((4-(1-((1-(2-(2,6-dioxopiperidin-3-yl)-1,3-dioxoisoindolin-5-yl)pyrrolidin-3-yl)methyl)piperidin-4-yl)phenyl)amino)-3-(thiazol-2-yl)-1,2,4-triazine-6-carboxamide